COC([C@@H](N(C)C(=O)N1CCC2(CN([C@@H](O2)C)C(C=C)=O)CC1)C(C)C)=O N-((S)-3-propenoyl-2-methyl-1-oxa-3,8-diazaspiro[4.5]decane-8-carbonyl)-N-methyl-L-valine methyl ester